5-fluoro-N-[5-fluoro-6-([[3-methyl-1-(oxan-2-yl)pyrazolo[3,4-b]pyridin-5-yl]oxy]methyl)pyridin-2-yl]-2-methoxypyridine-3-sulfonamide FC=1C=C(C(=NC1)OC)S(=O)(=O)NC1=NC(=C(C=C1)F)COC=1C=C2C(=NC1)N(N=C2C)C2OCCCC2